O=C1C(C(C2=CC(=CC=C12)S(=O)(=O)C=1C=C2C(C(C(C2=CC1)=O)C(=O)C1COCC1)=O)=O)C(=O)C1COCC1 5-{[1,3-dioxo-2-(oxolane-3-carbonyl)-2,3-dihydro-1H-inden-5-yl]sulfonyl}-2-(oxolane-3-carbonyl)-2,3-dihydro-1H-indene-1,3-dione